BrC=1C=C(N(N1)C)CCOCCO 2-[2-(5-bromo-2-methyl-pyrazol-3-yl)ethoxy]ethanol